OC1=C(C=C(C=C1[N+](=O)[O-])[N+](=O)[O-])CC(CC)=O 2-hydroxy-3,5-dinitrophenylbutanone